NC1=C(C=C(C=N1)NC(C(=O)N1[C@@H](CC[C@H](C1)C)C1CC2(CC(C2)O)C1)=O)C |r| Racemic-N-(6-amino-5-methyl-3-pyridyl)-2-[(2S,5R)-2-(2-hydroxyspiro[3.3]heptan-6-yl)-5-methyl-1-piperidyl]-2-oxo-acetamide